4-((6-methylhept-2-yl)oxy)butanal CC(CCCC(C)OCCCC=O)C